BrCC1=CC=C(C=C1)C(C)(CC(C)(C)C)C 1-(bromomethyl)-4-(2,4,4-trimethylpentan-2-yl)benzene